5-(azepan-4-yl)-1-oxoisoindolin N1CCC(CCC1)C=1C=C2CNC(C2=CC1)=O